N-(4-((3-methoxy-pyrrolidin-1-yl)methyl)-pyridin-2-yl)-6-(5-methyl-1H-pyrazol-4-yl)benzo[d]thiazol-2-amine COC1CN(CC1)CC1=CC(=NC=C1)NC=1SC2=C(N1)C=CC(=C2)C=2C=NNC2C